CC=1C=C(C=CC1)N(C1=CC(=CC=C1)C)C1=CC(=CC(=C1)N(C1=CC(=CC=C1)C)C1=CC(=CC=C1)C)N(C1=CC(=CC=C1)C)C1=CC(=CC=C1)C 1,3,5-tris[N,N-bis(3-methylphenyl)-amino]-benzen